NC1=C(C(=O)NCCN(C)C)C=C(C(=C1)Cl)Cl 2-amino-4,5-dichloro-N-(2-(dimethylamino)ethyl)benzamide